COC1(CC1)CO (1-methoxy-cyclopropyl)-methanol